FC1(CC(CCC1)CC(=O)N1[C@@H]([C@H]2C([C@H]2C1)(C)C)C(=O)N[C@H](C(=O)OC)C[C@H]1C(NCC1)=O)F (2S)-methyl 2-((1R,2S,5S)-3-(2-(3,3-difluorocyclohexyl)acetyl)-6,6-dimethyl-3-azabicyclo[3.1.0]hexane-2-carboxamido)-3-((S)-2-oxopyrrolidin-3-yl)propanoate